8-oxo-3-vinyl-5-thia-1-azabicyclo[4.2.0]oct-2-ene-2-carboxylic acid O=C1CC2SCC(=C(N12)C(=O)O)C=C